FC1=C(C(=CC(=C1)C1=NC(=CN=C1)OCC(C)C)F)N1CC(CC1)CC(=O)O 2-{1-[2,6-difluoro-4-(6-isobutoxy-pyrazin-2-yl)phenyl]pyrrolidin-3-yl}acetic acid